2,3,4,6-tetraacetyl-β-D-glucopyranose C(C)(=O)[C@@]1([C@H](O)O[C@@H]([C@]([C@@]1(O)C(C)=O)(O)C(C)=O)C(O)C(C)=O)O